di(methylphenyl)urea CC1=C(C=CC=C1)NC(NC1=C(C=CC=C1)C)=O